N-(5-cyclopentylpyridin-2-yl)-2-[(1-methyl-1H-1,2,3,4-tetrazol-5-yl)sulfanyl]-5-nitrobenzamide C1(CCCC1)C=1C=CC(=NC1)NC(C1=C(C=CC(=C1)[N+](=O)[O-])SC1=NN=NN1C)=O